BrC(C=1C=C(C=C(C1)C(Br)(Br)Br)CCCCCCCCCC[Si](OC)(OC)OC)(Br)Br 10-{3,5-bis(tribromomethyl)phenyl}decyl-trimethoxysilane